2-[1-(5-chloro-1,3-thiazol-2-yl)-1H-pyrazol-3-yl]-N-(5-cyclopropyl-1H-pyrazol-3-yl)acetamide ClC1=CN=C(S1)N1N=C(C=C1)CC(=O)NC1=NNC(=C1)C1CC1